N1=C(C=CC=2CCCNC12)CCN1N=C(C=C1)C(=O)O (2-(5,6,7,8-tetrahydro-1,8-naphthyridin-2-yl)ethyl)-1H-pyrazole-3-carboxylic acid